The molecule is an alkadiene that is 1,5-octadiene substituted by an ethyl group at position 3. It has a role as a metabolite. CC/C=C/CC(CC)C=C